O=C1NC(CCC1N1C(C2=CC=CC(=C2C1=O)CN1CC(CCC1)F)=O)=O 1-((2-(2,6-dioxopiperidin-3-yl)-1,3-dioxoisoindolin-4-yl)methyl)-3-fluoropiperidin